ClC=1C=C(C=CC1F)NC1=NC=NC2=CC(=C(C=C12)NC(C=C)=O)OCCCN1CCN(CC1)CCSC1=C2CN(C(C2=CC=C1)=O)C1C(NC(CC1)=O)=O N-(4-((3-chloro-4-fluorophenyl)amino)-7-(3-(4-(2-((2-(2,6-dioxopiperidin-3-yl)-1-oxoisoindolin-4-yl)thio)ethyl)piperazin-1-yl)propoxy)quinazolin-6-yl)acrylamide